C1(=CC=CC=C1)C=1N=C(NC1C1=CC=CC=C1)C=1C=C(N)C=CC1 3-(4,5-diphenyl-1H-imidazole-2-yl)-aniline